C(C)C1=CC2=C(C3=CC=CC=C3C(=C2C=C1)OC(=O)OCCCCCC)OC(=O)OCCCCCC 2-ethyl-9,10-bis(n-hexoxycarbonyloxy)anthracene